1-(4-(3-(6-(1H-pyrazol-1-yl)pyrid-2-yl)-1-(2,6-difluorobenzyl)-5-((dimethyl-amino)methyl)-2,4-dioxo-1,2,3,4-tetrahydrothieno[2,3-d]pyrimidin-6-yl)phenyl)-3-methoxyurea N1(N=CC=C1)C1=CC=CC(=N1)N1C(N(C2=C(C1=O)C(=C(S2)C2=CC=C(C=C2)NC(=O)NOC)CN(C)C)CC2=C(C=CC=C2F)F)=O